5-[4-[3-[4-[4-amino-3-(4-phenoxyphenyl)pyrazolo[3,4-d]pyrimidin-1-yl]-1-piperidyl]azetidin-1-yl]-1-piperidyl]-2-(2,6-dioxo-3-piperidyl)isoindoline-1,3-dione NC1=C2C(=NC=N1)N(N=C2C2=CC=C(C=C2)OC2=CC=CC=C2)C2CCN(CC2)C2CN(C2)C2CCN(CC2)C=2C=C1C(N(C(C1=CC2)=O)C2C(NC(CC2)=O)=O)=O